1-(3-methylpyridin-2-yl)-5-(trifluoromethyl)-1H-pyrazole-4-carboxylic acid CC=1C(=NC=CC1)N1N=CC(=C1C(F)(F)F)C(=O)O